2-(4-(2-ethyl-3-((4-(4-fluorophenyl)thiazol-2-yl)(methyl)amino)imidazo[1,2-a]pyridin-6-yl)piperidin-1-yl)-N-methoxy-N-methylacetamide C(C)C=1N=C2N(C=C(C=C2)C2CCN(CC2)CC(=O)N(C)OC)C1N(C)C=1SC=C(N1)C1=CC=C(C=C1)F